4-(7-cyano-9-(1-hydroxyethyl)-4-methyl-5-oxo-4,5-dihydro-3H-pyrazolo[3,4-c]isoquinolin-3-yl)piperidine-1-carboxylic acid tert-butyl ester C(C)(C)(C)OC(=O)N1CCC(CC1)N1N=CC2=C1N(C(C=1C=C(C=C(C21)C(C)O)C#N)=O)C